2-(2,6-dichlorophenyl)-1-((1s,3r)-3-(hydroxymethyl)-1-methyl-5-(1-(oxetan-3-yl)-1H-pyrazol-4-yl)-3,4-dihydroisoquinolin-2(1H)-yl)ethan-1-one ClC1=C(C(=CC=C1)Cl)CC(=O)N1[C@H](C2=CC=CC(=C2C[C@@H]1CO)C=1C=NN(C1)C1COC1)C